ClC=1C=C(C=CC1Cl)C1N(CCC(C1)N1C(NC2=C1C=CC=C2C=2C(=NC=CC2)OCC)=O)C(=O)N (3,4-dichlorophenyl)-4-[4-(2-ethoxypyridin-3-yl)-2-oxo-2,3-dihydro-1H-1,3-benzodiazol-1-yl]piperidine-1-carboxamide